OC(CCCCCCCC(=O)OC(CCCCCCCCCCCC)CCCCCCCCCCCC)CCCCCCCCC Pentacosan-13-Yl 9-Hydroxyoctadecanoate